(2S,4R)-4-hydroxy-1-[5-hydroxy-3-methyl-2-(3-methylisoxazol-5-yl)pentanoyl]-N-[[4-(4-methylthiazol-5-yl)phenyl]methyl]pyrrolidine-2-carboxamide O[C@@H]1C[C@H](N(C1)C(C(C(CCO)C)C1=CC(=NO1)C)=O)C(=O)NCC1=CC=C(C=C1)C1=C(N=CS1)C